2,4-di-tert-butyl-4-hydroxymethyl-phenol C(C)(C)(C)C1=C(C=CC(C1)(CO)C(C)(C)C)O